CN(C(=O)NC1=NC=CC(=C1)C(F)(F)F)C1CC2(CN(C2)C(=O)C=2C=NN3C2C=CC(=C3)C=3C=NN(C3)C)C1 1-methyl-1-(2-(6-(1-methyl-1H-pyrazol-4-yl)pyrazolo[1,5-a]pyridine-3-carbonyl)-2-azaspiro[3.3]heptan-6-yl)-3-(4-(trifluoromethyl)pyridin-2-yl)urea